BrC=1C(=C(C=C(C=O)C1)OC)O 5-Bromovanillin